FC(OCCC(N1C=NC(=C1)C1=CN=NN1C)C1=CC=C(C=N1)B(O)O)F (6-(3-(difluoromethoxy)-1-(4-(1-methyl-1H-1,2,3-triazol-5-yl)-1H-imidazol-1-yl)propyl)pyridin-3-yl)boronic acid